3-hydroxy-5-(2-(3-(trifluoromethoxy)phenoxy)thiazol-5-yl)cyclohex-2-en-1-one OC1=CC(CC(C1)C1=CN=C(S1)OC1=CC(=CC=C1)OC(F)(F)F)=O